[(8R,9R,10S)-9-(4-bromophenyl)-10-(hydroxymethyl)-6-[(4-methoxyphenyl)carbamoyl]-1,6-diazabicyclo[6.2.0]decan-3-yl]methyl acetate C(C)(=O)OCC1CN2[C@@H]([C@@H]([C@@H]2CN(CC1)C(NC1=CC=C(C=C1)OC)=O)C1=CC=C(C=C1)Br)CO